β-iodoisobutyric acid ICC(C(=O)O)C